2,5-dichlorophenyl 2,4,6-tri-O-acetyl-3-deoxy-3-[4-(2-thiazolyl)-1H-1,2,3-triazol-1-yl]-1-thio-α-D-galactopyranoside C(C)(=O)O[C@H]1[C@@H](SC2=C(C=CC(=C2)Cl)Cl)O[C@@H]([C@@H]([C@@H]1N1N=NC(=C1)C=1SC=CN1)OC(C)=O)COC(C)=O